ClC=1C(N)C(C=CC1)(C)F 2-chloro-6-fluoro-6-methylaniline